4-(1-(4-((2-(2,6-dioxopiperidin-3-yl)-1,3-dioxoisoindolin-4-ylamino)methyl)-3-fluorobenzyl)azetidin-3-yl)benzonitrile O=C1NC(CCC1N1C(C2=CC=CC(=C2C1=O)NCC1=C(C=C(CN2CC(C2)C2=CC=C(C#N)C=C2)C=C1)F)=O)=O